2,3-dihydrothieno[3,2-b]pyridine-5,7-diol S1CCC2=NC(=CC(=C21)O)O